FC=1C=C(C=CC1OC1=CC=NC2=CC(=C(C=C12)OC)OCCCN1CCC(CC1)C)NC(=O)C1=NC=CN(C1=O)C1=CC(=C(C=C1)F)F N-(3-fluoro-4-{6-methoxy-7-[3-(4-methyl-1-piperidinyl)propoxy]quinolin-4-yloxy}phenyl)-3-oxo-4-(3,4-difluorophenyl)-3,4-dihydropyrazine-2-carboxamide